tert-butyl-4-(6-cyano-1-methyl-2-oxo-1,2-dihydro-1,5-naphthyridin-4-yl)-2-(hydroxymethyl)piperazine-1-carboxylate C(C)(C)(C)OC(=O)N1C(CN(CC1)C1=CC(N(C2=CC=C(N=C12)C#N)C)=O)CO